6-amino-4-isopropoxynicotinamide NC1=NC=C(C(=O)N)C(=C1)OC(C)C